NC1(CCC1)COCC1=CC(=C2CN(C(C2=C1)=O)C1=NC(=CC(=C1)C1=C(C=C(C=C1)F)C1=NN=CN1C)NC)C(F)(F)F 6-{[(1-Aminocyclobutyl)methoxy]methyl}-2-{4-[4-fluoro-2-(4-methyl-1,2,4-triazol-3-yl)phenyl]-6-(methylamino)pyridin-2-yl}-4-(trifluoromethyl)-3H-isoindol-1-one